FC1=C(C=CC(=C1)F)C1=C2C(C3CC=4N(C=5C=CC=CC5C4C)C3(C2=CC=C1)C=1NC2=CC=CC=C2C1C)=O (2,4-difluorophenyl)-10-methyl-4b-(3-methyl-1H-indol-2-yl)-11,11a-dihydroindeno[2',1':4,5]pyrrolo[1,2-a]indol-12(4bH)-one